2-[(3,5-dimethyl-4-oxo-3,4-dihydroquinazolin-6-yl)oxy]-6-fluorobenzonitrile CN1C=NC2=CC=C(C(=C2C1=O)C)OC1=C(C#N)C(=CC=C1)F